(1S,4s)-4-(2-((R)-1-phenylpiperidin-3-ylamino)-8-(2,4,6-trichlorophenylamino)-9H-purin-9-yl)cyclohexanecarboxamide C1(=CC=CC=C1)N1C[C@@H](CCC1)NC1=NC=C2N=C(N(C2=N1)C1CCC(CC1)C(=O)N)NC1=C(C=C(C=C1Cl)Cl)Cl